CC1=C(C(=CC(=C1)\C=C/C)C)C=1C=C(C=O)C=CC1OC 3-[2,6-dimethyl-4-[(Z)-prop-1-enyl]phenyl]-4-methoxy-benzaldehyde